Di-isoButyl-Aluminium Hydride C(C(C)C)[AlH]CC(C)C